CC1=NN(C(=C1C=1C=NN2C1C=C(C=C2)C=2SC(=C(N2)OC)C(=O)OCC)C)C(C(F)(F)F)C ethyl 2-[3-[3,5-dimethyl-1-(2,2,2-trifluoro-1-methyl-ethyl)pyrazol-4-yl]pyrazolo[1,5-a]pyridin-5-yl]-4-methoxy-thiazole-5-carboxylate